2,4-difluoro-5-methylbenzonitrile FC1=C(C#N)C=C(C(=C1)F)C